CN(C1=CC=NC2=C(C=CC=C12)S(=O)(=O)NC1=C(C=CC=C1)C#CC=1C=CC(=NC1)C(=O)O)C 5-[2-(4-Dimethylamino-quinoline-8-sulfonylamino)-phenylethynyl]-pyridine-2-carboxylic acid